ClC1=NC=C(C=C1[N+](=O)[O-])C 2-chloro-5-methyl-3-nitro-pyridine